CCCCCCCC(=O)OCC1=CC=CO1 Alpha-Furfuryl Octanoate